(R)-6-chloro-7-fluoro-2-(5-(1-fluoroethyl)-4H-1,2,4-triazol-3-yl)-5-methoxy-1-methyl-3-(1H-pyrazol-4-yl)-1H-indole ClC1=C(C=C2C(=C(N(C2=C1F)C)C1=NN=C(N1)[C@@H](C)F)C=1C=NNC1)OC